ClC1=C(C=CC(=N1)C(=O)NCC)N1CCN(CC1)CC1=CC(=C2CN(C(NC2=C1)=O)CC)Cl 6-chloro-5-(4-((5-chloro-3-ethyl-2-oxo-1,2,3,4-tetrahydroquinazolin-7-yl)methyl)piperazin-1-yl)-N-ethylpicolinamide